butyl-peroxy-tert-butylisocyanate C(CCC)OOCC(C)(C)N=C=O